ClC=1C=C(C=CC1C)NC(=O)N1CC(C1)C=1C=C2CN(C(C2=CC1)=O)C1C(NC(CC1)=O)=O N-(3-chloro-4-methylphenyl)-3-(2-(2,6-dioxopiperidin-3-yl)-1-oxoisoindolin-5-yl)azetidine-1-carboxamide